(2,6-dioxopiperidin-3-yl)-2-fluorobenzamide O=C1NC(CCC1C=1C(=C(C(=O)N)C=CC1)F)=O